C(C1=CC=CC=C1)C(COC1CCN(CC1)CC1CCN(CC1)C1=CC2=C(N(C(N2C)=O)C2C(NC(CC2)=O)=O)C=C1)NC(O)=O.C(C=C)OC1=CC=C(N)C=C1 4-allyloxyaniline 1-Benzyl-N-[2-[[1-[[1-[1-(2,6-dioxo-3-piperidyl)-3-methyl-2-oxo-benzimidazol-5-yl]-4-piperidyl]methyl]-4-piperidyl]oxy]ethyl]carbamate